C(C#C)NCC(=O)O N-(propargyl)glycine